proline monooxide [NH+]1([C@@H](CCC1)C(=O)O)[O-]